COC(C1=NC(=CC(=C1)/C(/N)=N/O)N(C)C)=O.FC1=C(C=C(C=C1)OC(F)(F)F)CN([2H])[2H] (2-fluoro-5-(trifluoromethoxy)phenyl)methylamine-d2 methyl-(Z)-6-(dimethylamino)-4-(N'-hydroxycarbamimidoyl)picolinate